2-((2S)-1-Acryloyl-4-(7-(6-methoxyindolin-1-yl)-2-(((S)-1-methylpyrrolidin-2-yl)methoxy)-5,6,7,8-tetrahydroquinazolin-4-yl)piperazin-2-yl)acetonitrile C(C=C)(=O)N1[C@H](CN(CC1)C1=NC(=NC=2CC(CCC12)N1CCC2=CC=C(C=C12)OC)OC[C@H]1N(CCC1)C)CC#N